N=1N(N=C2C1C=CC=C2)C2=C(C(=CC(=C2)CC)CCCCCCCCCCC)O 2-(2H-Benzotriazol-2-yl)-6-undecyl-4-ethylphenol